ClC1=NC=C(C(=C1)C1=C(C=NC(=C1)C)C(=O)NC=1SC2=C(N1)CN(C2)C(=O)C2=NC=C(C=N2)C)OC 2'-chloro-5'-methoxy-6-methyl-N-(5-(5-methyl-pyrimidine-2-carbonyl)-5,6-dihydro-4H-pyrrolo[3,4-d]thiazol-2-yl)-[4,4'-bipyridine]-3-carboxamide